4-methoxy-5-methyl-1H-indole COC1=C2C=CNC2=CC=C1C